N-p-Coumaroyl-spermidine C(\C=C\C1=CC=C(C=C1)O)(=O)NCCCCNCCCN